ClC1=C(OC2=C(C=C(C=C2)N2C(CCC2=O)=O)C=2C3=C(C(N(C2)C)=O)NC=C3)C=CC(=C1)F 1-(4-(2-chloro-4-fluorophenoxy)-3-(6-methyl-7-oxo-6,7-dihydro-1H-pyrrolo[2,3-c]pyridin-4-yl)phenyl)pyrrolidine-2,5-dione